C(CCCCCCCCCCC)C(=S)SC(C(=O)O)(C)C 2-dodecyl-thiocarbonylthio-2-methylpropanoic acid